3-((3-(2-(diisopropylamino)ethyl)-1H-indol-4-yl)oxy)-3-oxopropanoic acid C(C)(C)N(CCC1=CNC2=CC=CC(=C12)OC(CC(=O)O)=O)C(C)C